COC(CNS(=O)(=O)CC)OC N-(2,2-dimethoxyethyl)ethanesulfonamide